benzyl 3-hydroxy-2,3,4,5-tetrahydro-1H-benzo[b]azepine-1-carboxylate OC1CCC2=C(N(C1)C(=O)OCC1=CC=CC=C1)C=CC=C2